OC[C@@]1(N2[C@@H](C[C@@H](C1=O)CC2)C)COC (1R,2R,4S,6R)-2-(hydroxymethyl)-2-(methoxymethyl)-6-methyl-quinuclidin-3-one